BrC1CCCCC(N(O1)C(C(C)C)COCC=C)Br 1,6-DibromohexanO-(1-allyloxymethyl-2-methylpropyl)-hydroxylamine